(R)-3,3,3-trifluoro-2-hydroxy-2-methyl-1-(6-(3-methyl-1H-pyrrolo[2,3-b]pyridin-5-yl)-4-((S)-pyrrolidin-2-yl)isoindolin-2-yl)propan-1-one formate C(=O)O.FC([C@](C(=O)N1CC2=CC(=CC(=C2C1)[C@H]1NCCC1)C=1C=C2C(=NC1)NC=C2C)(C)O)(F)F